(±)-tert-butyl 2-({[5-chloro-4-(4-cyanophenyl)pyrimidin-2-yl]amino}methyl)morpholine-4-carboxylate ClC=1C(=NC(=NC1)NC[C@@H]1CN(CCO1)C(=O)OC(C)(C)C)C1=CC=C(C=C1)C#N |r|